C(C)(C)(C)OC(=O)N1CCN(CC1)C1=CC(=C(C=C1)NC1=NC(=NC=C1Cl)Cl)OC 4-(4-((2,5-dichloropyrimidin-4-yl)amino)-3-methoxyphenyl)piperazine-1-carboxylic acid tert-butyl ester